ClCCC(=O)C=1C=NC(=CC1)F 3-chloro-1-(6-fluoropyridin-3-yl)propan-1-one